N2-(4-methoxybenzyl)-6-methyl-N2-(4-(piperidin-3-yl)butyl)pyrimidine-2,4-diamine COC1=CC=C(CN(C2=NC(=CC(=N2)N)C)CCCCC2CNCCC2)C=C1